2-fluoro-4-(2-(methylthio)-8,9-dihydroimidazo[1',2':1,6]pyrido[2,3-d]pyrimidin-6-yl)-N-(4-(trifluoromethyl)pyridin-2-yl)benzamide FC1=C(C(=O)NC2=NC=CC(=C2)C(F)(F)F)C=CC(=C1)C1=CC2=C(N=C(N=C2)SC)N2C1=NCC2